CN1N=NC(=C1NC(O[C@H](C)C=1C(=NC=C(C1)F)F)=O)C=1C=CC2=C(OC(C(N2)=O)C)N1 (R)-1-(2,5-difluoropyridin-3-yl)ethyl (1-methyl-4-(3-methyl-2-oxo-2,3-dihydro-1H-pyrido[2,3-b][1,4]oxazin-6-yl)-1H-1,2,3-triazol-5-yl)carbamate